4-(4-((5,7-dimethyl-1H-indol-4-yl)methyl)-1-methylpyrrolidin-3-yl)benzoic acid CC=1C(=C2C=CNC2=C(C1)C)CC1C(CN(C1)C)C1=CC=C(C(=O)O)C=C1